6-(((R)-4,4-difluoro-3-methylpiperidin-1-yl)methyl)-2-(3-((1s,3S)-3-methoxy-1-(4-methyl-4H-1,2,4-triazol-3-yl)cyclobutyl)phenyl)-4-(trifluoromethyl)isoindolin-1-one FC1([C@@H](CN(CC1)CC1=CC(=C2CN(C(C2=C1)=O)C1=CC(=CC=C1)C1(CC(C1)OC)C1=NN=CN1C)C(F)(F)F)C)F